3-chloro-5-nitro-2-(4-(oxetan-3-yl)-2H-1,2,3-triazol-2-yl)pyridine ClC=1C(=NC=C(C1)[N+](=O)[O-])N1N=CC(=N1)C1COC1